(S)-N-((S)-(3-chloro-4-fluorophenyl)(2-(trifluoromethyl)thiazol-4-yl)methyl)-2-oxooxazolidine-5-carboxamide ClC=1C=C(C=CC1F)[C@H](NC(=O)[C@@H]1CNC(O1)=O)C=1N=C(SC1)C(F)(F)F